C(CCC)C1CC(C=C(C1)CC(=O)[O-])C 5-Butyl-3-methyl-2-cyclohexen-1-yl-acetat